(4-(2-chloro-3-fluorophenyl)piperidin-1-yl)methanone ClC1=C(C=CC=C1F)C1CCN(CC1)C=O